O=C1N(CC2(C1)CCN(CC2)C(=O)OC(C)(C)C)C2=NC=C(N=C2)C(F)(F)F tert-butyl 3-oxo-2-(5-(trifluoromethyl)pyrazin-2-yl)-2,8-diazaspiro[4.5]decane-8-carboxylate